furanamide O1C(=CC=C1)C(=O)N